6-chloro-N-(4-cyano-2-fluorophenyl)-1-tosyl-4,5,6,7-tetrahydro-1H-indole-3-sulfonamide ClC1CCC=2C(=CN(C2C1)S(=O)(=O)C1=CC=C(C)C=C1)S(=O)(=O)NC1=C(C=C(C=C1)C#N)F